CN1N=C2C(=CC(=CC2=C1)C=1N=CC2=C(N1)SC(=N2)N(C2CCNCC2)C)C#N 2-Methyl-5-{2-[methyl(piperidin-4-yl)amino][1,3]thiazolo[5,4-d]pyrimidin-5-yl}-2H-indazol-7-carbonitril